ON1C(C(=CC(=C1)[Sn](CCCC)(CCCC)CCCC)C(=O)[O-])N1C(CCC1=O)=O N-hydroxysuccinimidyl-5-(tri-n-butylstannyl)-3-pyridinecarboxylate